C(=O)(O)CCSC(=O)SC(C(=O)O)CC(C)C#N (((2-carboxyethyl)thio)carbonylthio)4-cyanopentanoic acid